BrC1=CC(=NC=N1)C(NS(=O)C(C)(C)C)C1CCOCC1 N-[(6-bromopyrimidin-4-yl)(oxan-4-yl)methyl]-2-methylpropane-2-sulfinamide